OC[C@@H]1N(CCN(C1)C(=O)OCC1=CC=CC=C1)C(=O)OC(C)(C)C |r| (±)-4-benzyl 1-tert-butyl 2-(hydroxymethyl)piperazine-1,4-dicarboxylate